4-amino-3,5-dichloro-2,6-difluoropyridine NC1=C(C(=NC(=C1Cl)F)F)Cl